ClC=1C(=NC=C(C1)C(F)(F)F)CCN 2-(3-chloro-5-(trifluoromethyl)pyridin-2-yl)ethanamine